diethyl (2-fluorophenylsulfonyl)methylphosphonate FC1=C(C=CC=C1)S(=O)(=O)CP(OCC)(OCC)=O